[N+](=O)([O-])C=1C=NN(C1)NC1=NC=NC=C1 4-(4-nitropyrazol-1-yl)aminopyrimidin